NC1=CC=C(C=C1)NC1=NC(=NC=C1Cl)NC1=C(C=C(C=C1)N1CCC(CC1)N1CCN(CC1)C)OC N4-(4-aminophenyl)-5-chloro-N2-(2-methoxy-4-(4-(4-methylpiperazin-1-yl)piperidin-1-yl)phenyl)pyrimidine-2,4-diamine